C(CCCC)C1=CC=C(C=C1)C=1C(=CC=CC1)C1=CC=C(C=C1)C#N 4''-n-amyl-4-cyanoterphenyl